N1(C=NC=C1)C=1C=C2C(=C(N1)C(=O)NC1CCC(CC1)NC1COC1)NN=C2 5-(1H-imidazol-1-yl)-N-((1r,4r)-4-(oxetan-3-ylamino)cyclohexyl)-1H-pyrazolo[3,4-c]pyridine-7-carboxamide